ClC=1C=C(C=C(C1F)Cl)C1(CC(=NO1)C1=CC(=C(C(=O)N[C@H]2COCC2)C=C1)C)C(F)(F)F 4-(5-(3,5-dichloro-4-fluorophenyl)-5-(trifluoromethyl)-4,5-dihydroisoxazol-3-yl)-2-methyl-N-((R)-tetrahydrofurane-3-yl)benzamide